CC(CC)(C#CC(CC)(O)C)O 3,6-dimethyloctan-4-yne-3,6-diol